N-(Cycloheptylmethyl)-2-[(3-fluoro-2-hydroxy-phenyl)methyl]-1H-benzimidazole-5-carboxamide C1(CCCCCC1)CNC(=O)C1=CC2=C(NC(=N2)CC2=C(C(=CC=C2)F)O)C=C1